N-cyclohexylheptane-1,7-diamine C1(CCCCC1)NCCCCCCCN